methyl 3,4-difluoro-2-methylbenzoate FC=1C(=C(C(=O)OC)C=CC1F)C